C(CCCC)(=O)OCCCCCCCCCCCCCCCCCCCCCC docosyl n-pentanoate